oxonorbornyl acrylate C(C=C)(=O)OC12C(CC(CC1)C2)=O